CC(C(=O)NCCC(=O)N(C=1SC(=CC1)C)C)=CC methyl-N-(3-(methyl(5-methylthiophen-2-yl)amino)-3-oxopropyl)but-2-enamide